ethyl 2-[3-(4-{[(tert-butoxy)carbonyl]amino}cyclohexyl)-4-{2-[(2,3-dihydro-1H-inden-2-yl) amino]pyrimidin-5-yl}-1H-pyrazol-1-yl]acetate C(C)(C)(C)OC(=O)NC1CCC(CC1)C1=NN(C=C1C=1C=NC(=NC1)NC1CC2=CC=CC=C2C1)CC(=O)OCC